O1C(=NC2=C1C=CC=C2)C2=C1C=C(N=CC1=C(N=C2)NC)NC(C(C)C)=O N-(5-(benzo[d]oxazol-2-yl)-8-(methylamino)-2,7-naphthyridin-3-yl)isobutyramide